(2R,3S,4S)-4-hydroxy-2-[(4-methoxyphenyl)methyl]pyrrolidin-3-yl N-[2-(2-aminoimidazole-1-yl)ethyl]carbamate NC=1N(C=CN1)CCNC(O[C@H]1[C@H](NC[C@@H]1O)CC1=CC=C(C=C1)OC)=O